C1N(CC12OCCCOCC#C2)C(=O)OCC2=CC=CC=C2 benzyl 5,9-dioxa-2-azaspiro[3.8]dodeca-11-yne-2-carboxylate